C(#N)C=1C=CC(=C2N=CC=NC12)N1C[C@@H]([C@@H](C1)C)NC(CC1CCN(CC1)C)=O N-[(3R,4R)-1-(8-cyanoquinoxalin-5-yl)-4-methylpyrrolidin-3-yl]-2-(1-methylpiperidin-4-yl)acetamide